FC(OC=1C=C2NC(C=3N(C2=C(C1C1=C2C=CN(C2=CC=C1)CCOC)C)C(=NN3)C)(C)C)F 7-(Difluoro-methoxy)-8-[1-(2-methoxy-ethyl)-1H-indol-4-yl]-1,4,4,9-tetramethyl-5H-[1,2,4]triazolo[4,3-a]quinoxaline